(1R,2S,5S)-N-(6-bromo-3-methylpyridin-2-yl)-3-(2-(3-(1-hydroxyethyl)-5-(2-methylpyrimidin-5-yl)-1H-indazol-1-yl)acetyl)-3-azabicyclo[3.1.0]hexane-2-carboxamide BrC1=CC=C(C(=N1)NC(=O)[C@@H]1[C@@H]2C[C@@H]2CN1C(CN1N=C(C2=CC(=CC=C12)C=1C=NC(=NC1)C)C(C)O)=O)C